(Z)-1-(4-amino-2-fluorobut-2-en-1-yl)-4-(5-(N-cyclopropylsulfamoyl)-2-methoxyphenyl)-N-methoxy-1H-benzo[d][1,2,3]triazole-6-carboxamide hydrochloride Cl.NC\C=C(\CN1N=NC2=C1C=C(C=C2C2=C(C=CC(=C2)S(NC2CC2)(=O)=O)OC)C(=O)NOC)/F